C(CCCCCCC)OS(=O)(=O)CCCC.[Na] sodium octylbutylsulfonate